NC(C(C1=CC=CC=C1)SC=1C2=C(N=C(N1)Cl)CN(CC2)C(=O)OC(C)(C)C)=O tert-Butyl 4-((2-amino-2-oxo-1-phenylethyl)thio)-2-chloro-5,8-dihydropyrido[3,4-d]pyrimidine-7(6H)-carboxylate